FC1=C(CNS(=O)C(C)(C)C)C=C(C=C1)[N+](=O)[O-] N-(2-fluoro-5-nitrobenzyl)-2-methylpropan-2-sulfinamide